C(CCCCC=CC=CC=CC=CC=CC(=O)O)CCCCO 20-hydroxyeicosapentaenoic acid